1-(6-chloropyrido[3,2-d]pyrimidin-4-yl)azetidin-3-ol ClC=1C=CC=2N=CN=C(C2N1)N1CC(C1)O